tert-butyl (S)-2-(((1-((3-((2,3-dihydro-1H-inden-2-yl)Carbamoyl)pyrazin-2-yl)carbamoyl)piperidin-4-yl)methyl)carbamoyl)pyrrolidine-1-carboxylate C1C(CC2=CC=CC=C12)NC(=O)C=1C(=NC=CN1)NC(=O)N1CCC(CC1)CNC(=O)[C@H]1N(CCC1)C(=O)OC(C)(C)C